12-(benzyloxy)-2-methyl-2-dodecene C(C1=CC=CC=C1)OCCCCCCCCCC=C(C)C